1-benzyl 1'-tert-butyl [4,4'-bipiperidine]-1,1'-dicarboxylate N1(CCC(CC1)C1CCN(CC1)C(=O)OC(C)(C)C)C(=O)OCC1=CC=CC=C1